FC=1C(=C(CC2CC3(CN(C3)C(=O)C3CC(C3)(C)O)C2)C=CC1)C (6-(3-Fluoro-2-methylbenzyl)-2-azaspiro[3.3]heptan-2-yl)((1s,3s)-3-hydroxy-3-methylcyclobutyl)methanone